5-benzyloxymethyl-6-chloro-2H-[1,3'-bipyridin]-2-one C(C1=CC=CC=C1)OCC=1C=CC(N(C1Cl)C=1C=NC=CC1)=O